CC1=NN(C=C1C)C(C(=O)O)CC(=O)O 2-(3,4-dimethyl-pyrazol-1-yl)-succinic acid